N'-(4-methoxyphenyl)-2-((4-oxo-2-phenyl-4H-benzopyran-3-yl)oxy)acethydrazide COC1=CC=C(C=C1)NNC(COC1=C(OC2=C(C1=O)C=CC=C2)C2=CC=CC=C2)=O